C(CCCCCCCCC)ON(C(CCCN(C)C)=O)C(CCCCCCO)CCCCCCCCC N-(decyloxy)-4-(dimethylamino)-N-(1-hydroxyhexadecan-7-yl)butanamide